9,9-bis[4-[2-(glycidyloxy)ethyl]phenyl]-9H-fluorene C(C1CO1)OCCC1=CC=C(C=C1)C1(C2=CC=CC=C2C=2C=CC=CC12)C1=CC=C(C=C1)CCOCC1CO1